ClC=1C(=C(C=CC1F)[C@H](NC(=O)N1[C@@H](C(NCC1)=O)C)C12CC(C1)(C2)C(F)(F)F)F (2R)-N-((R)-(3-chloro-2,4-difluorophenyl)(3-(trifluoromethyl)bicyclo[1.1.1]pentan-1-yl)methyl)-2-methyl-3-oxopiperazine-1-carboxamide